(3aR,5s,6aS)-N-[6-(2-chloro-5-fluoro-phenyl)pyridazin-3-yl]-2-(imidazo[1,2-a]pyridin-2-ylmethyl)-3,3a,4,5,6,6a-hexahydro-1H-cyclopenta[c]pyrrol-5-amine ClC1=C(C=C(C=C1)F)C1=CC=C(N=N1)NC1C[C@@H]2[C@@H](CN(C2)CC=2N=C3N(C=CC=C3)C2)C1